F[C@@H]1CN(CC1)C(=O)[C@H]1CN(CC=2N1C(N(N2)CC2=C(C(=NC=C2)C(F)(F)F)F)=O)C(=O)OC(C)(C)C |&1:8| tert-butyl (5RS)-5-{[(3S)-3-fluoropyrrolidin-1-yl]carbonyl}-2-{[3-fluoro-2-(trifluoromethyl)pyridin-4-yl]methyl}-3-oxo-2,5,6,8-tetrahydro[1,2,4]triazolo[4,3-a]pyrazin-7(3H)-carboxylate